(2-(7-((4-azidobenzyl)oxy)-2-oxo-2H-chromen-4-yl)acetyl)glycine N(=[N+]=[N-])C1=CC=C(COC2=CC=C3C(=CC(OC3=C2)=O)CC(=O)NCC(=O)O)C=C1